O[C@H](C(=O)N)CC1=CC=CC=C1 (S)-2-hydroxy-3-phenylpropanamide